C1CCCOOCCC1 dioxonane